4,4',5,5'-tetra(9H-carbazol-9-yl)-[1,1'-biphenyl]-2,2'-dicarbonitrile C1=CC=CC=2C3=CC=CC=C3N(C12)C=1C=C(C(=CC1N1C2=CC=CC=C2C=2C=CC=CC12)C=1C(=CC(=C(C1)N1C2=CC=CC=C2C=2C=CC=CC12)N1C2=CC=CC=C2C=2C=CC=CC12)C#N)C#N